CC1=CC=C(CS(=O)(=O)[O-])C=C1 4-methyl-toluenesulfonate